4-(4'-chloro-3'-(morpholinosulfonyl)-[1,1'-biphenyl]-4-yl)-1H-1,2,3-triazole-5-carboxylic acid ClC1=C(C=C(C=C1)C1=CC=C(C=C1)C=1N=NNC1C(=O)O)S(=O)(=O)N1CCOCC1